[K].CN(CCO)C N,N-dimethylethanolamine potassium